1,2-bis(2-bromophenyl)disulfane BrC1=C(C=CC=C1)SSC1=C(C=CC=C1)Br